methyl 10-(6-(8-(benzo[d]thiazol-2-ylcarbamoyl)-3,4-dihydroisoquinolin-2(1H)-yl)-3-(1-benzyl-5-methyl-1H-pyrazol-4-yl)picolinamido)decanoate S1C(=NC2=C1C=CC=C2)NC(=O)C=2C=CC=C1CCN(CC21)C2=CC=C(C(=N2)C(=O)NCCCCCCCCCC(=O)OC)C=2C=NN(C2C)CC2=CC=CC=C2